2,3-di-hydro-1H-benzol C1CCCC=C1